C(C)(C)(C)OC(NCCC)=O tert-butyl-N-propyl-carbamate